3-(3-Chloro-4-fluorophenyl)-1-(1-(2-(3-methoxypropyl)-1-oxo-1,2-dihydroisoquinolin-4-yl)ethyl)-1-methylurea ClC=1C=C(C=CC1F)NC(N(C)C(C)C1=CN(C(C2=CC=CC=C12)=O)CCCOC)=O